COC=1C=C(C=C(C1)OC)\C=C\C1=CC=CC=C1 3,5-dimethoxy-trans-stilbene